C1(CCCC1)C1=C(C=NC=2N1N=CC2)NC(=O)NC=2C=C(C(=NC2)C=2N=NN(C2)CCCCCCC(=O)OCC)C ethyl 7-{4-[5-({[(7-cyclopentylpyrazolo[1,5-a]pyrimidin-6-yl)amino]carbonyl}amino)-3-methylpyridin-2-yl]-1H-1,2,3-triazol-1-yl}heptanoate